CC1=CC=C(CB2OC(C)(C)C(C)(C)O2)C=C1 4-methylbenzylboronic acid pinacol ester